1-(4,5-dimethyl-1H-benzimidazole-1-yl)-4,4-difluoro-3,3-dimethyl-3,4-dihydroisoquinoline CC1=C(C=CC=2N(C=NC21)C2=NC(C(C1=CC=CC=C21)(F)F)(C)C)C